NC=1C(=C(C=C2C=C(N=CC12)NC(OC1CC(C1)O)=O)C=1C=NC=2CCCNC2C1C)F (1s,3s)-3-Hydroxycyclobutyl (8-amino-7-fluoro-6-(4-methyl-5,6,7,8-tetrahydro-1,5-naphthyridin-3-yl)isoquinolin-3-yl)carbamate